3-((4-(6-chloro-1-(((S)-morpholin-2-yl)methyl)-1,2,3,4-tetrahydroquinolin-8-yl)pyrrolo[2,1-f][1,2,4]triazin-6-yl)methyl)-6,6-dimethyl-3-azabicyclo[3.1.0]hexane-2,4-dione ClC=1C=C2CCCN(C2=C(C1)C1=NC=NN2C1=CC(=C2)CN2C(C1C(C1C2=O)(C)C)=O)C[C@@H]2CNCCO2